Cl.COCC1(CC1)N 1-(methoxymethyl)cyclopropaneamine hydrochloride